3,3a-dihydro-1H-pyrrolo[2,3-b]quinolin-4(2H)-one N1CCC2C1=NC1=CC=CC=C1C2=O